amino-3-ethyl-5-((2-(1-(3-hydroxypropyl)-1H-pyrazol-5-yl)ethyl)amino)-2-methylpyrazolo[1,5-a]pyrimidine-6-carbonitrile NC1=C(C(=NC=2N1N=C(C2CC)C)NCCC2=CC=NN2CCCO)C#N